COCCOC=1C2=C(N=C(N1)NC1=CC=C(C=C1)CN1CCN(CC1)C)NC=C2C2=CC=C(C=C2)NC(=O)C2=NN(C(=C2)C)C N-(4-(4-(2-methoxyethoxy)-2-((4-((4-methylpiperazin-1-yl)methyl)phenyl)amino)-7H-pyrrolo[2,3-d]pyrimidin-5-yl)phenyl)-1,5-dimethyl-1H-pyrazole-3-carboxamide